1-[5-(piperazin-1-yl)pyrimidin-2-yl]-3-(pyridin-4-yl)pyrazol-4-yl(phenyl)pyrrolidine-1-sulfonamide trifluoroacetic acid salt FC(C(=O)O)(F)F.N1(CCNCC1)C=1C=NC(=NC1)N1N=C(C(=C1)C1(N(CCC1)S(=O)(=O)N)C1=CC=CC=C1)C1=CC=NC=C1